BrC1=NOC(=C1)C1CC1 3-bromo-5-cyclopropyl-1,2-oxazole